(1S,3S)-3-((6-(5-(((6-cyclopropoxy-5-methylpyrimidin-4-yl)oxy)methyl)-1-methyl-1H-1,2,3-triazol-4-yl)-2-methylpyridin-3-yl)oxy)cyclohexane-1-carboxylic acid C1(CC1)OC1=C(C(=NC=N1)OCC1=C(N=NN1C)C1=CC=C(C(=N1)C)O[C@@H]1C[C@H](CCC1)C(=O)O)C